C1(=CC=CC=C1)NC(NC=1C=C2C=CC=NC2=CC1)=S 3-phenyl-1-(quinolin-6-yl)thiourea